C(#N)C1=C(C=CC=C1)C(C(C)C=1N(C(C(=C(N1)C(=O)NC1=C(C=CC=C1)F)O)=O)C)C=1C=NN(C1)C 2-(1-(2-cyanophenyl)-1-(1-methyl-1H-pyrazol-4-yl)propan-2-yl)-N-(2-fluorophenyl)-5-hydroxy-1-methyl-6-oxo-1,6-dihydropyrimidine-4-carboxamide